7-methyl-1-[[3-[(1R,5S,6r)-3-(3,5-dichlorophenyl)-3-azabicyclo[3.1.0]hexan-6-yl]-1,2,4-oxadiazol-5-yl]methyl]purin-6-one CN1C=NC=2N=CN(C(C12)=O)CC1=NC(=NO1)C1[C@H]2CN(C[C@@H]12)C1=CC(=CC(=C1)Cl)Cl